OC1C(CCC1)OCC1=CC=C(C=C1)C(C(=O)O)C 2-(4-((1-hydroxy-2-cyclopentyloxy)methyl)phenyl)propanoic acid